NC1=CC2=CN(N=C2C=C1Cl)CC1(CC1)O 1-((5-amino-6-chloro-2H-indazol-2-yl)methyl)cyclopropan-1-ol